2-(2-pyridyl)-5-trifluoromethylpyrimidine N1=C(C=CC=C1)C1=NC=C(C=N1)C(F)(F)F